4-nitrobenzo[c][1,2,5]oxadiazol [N+](=O)([O-])C1=CC=CC2=NON=C21